4-bromo-6-methoxy-7-methylpyrazolo[1,5-a]pyridine-3-carbonitrile BrC=1C=2N(C(=C(C1)OC)C)N=CC2C#N